C(CCCCC)(=O)OCC.[Cr] chromium ethyl hexanoate